CNC(=O)C=1N=NN(C1)CCCCC=1N=NC(=CC1)NC(CC1=NC=CC(=C1)C1=CC(=CC=C1)OC(F)(F)F)=O N-methyl-1-{4-[6-(2-{4-[3-(trifluoromethoxy)phenyl]pyridin-2-yl}acetamido)pyridazin-3-yl]butyl}-1H-1,2,3-triazole-4-carboxamide